germanium manganite [Mn](=O)([O-])[O-].[Ge+2]